BrC=1C=C(C2=C(NC=N2)C1)C(=O)OC methyl 6-bromo-1H-benzo[d]imidazole-4-carboxylate